C(C1=CC=CC=C1)(=O)N[C@@H](CCOCCCCC1=NC=2NCCCC2C=C1)C(=O)O N-benzoyl-O-(4-(5,6,7,8-tetrahydro-1,8-naphthyridin-2-yl)butyl)homoserine